(1R,11R)-5-[(1S)-1-amino-7-fluoro-2,3-dihydro-1H-inden-5-yl]-18-(difluoromethoxy)-2,9,12-triazapentacyclo[9.8.1.0^{2,10}.0^{3,8}.0^{14,19}]icosa-3(8),4,6,9,14(19),15,17-heptaen-13-one N[C@H]1CCC2=CC(=CC(=C12)F)C1=CC=2N3[C@H]4C=5C(=CC=CC5C(N[C@@H](C3=NC2C=C1)C4)=O)OC(F)F